(3Z)-18,18-dimethoxy-3-octadecen-1-ol COC(CCCCCCCCCCCCC\C=C/CCO)OC